C1(=CC=CC=C1)[C@]12CCN(C[C@@H]2C1)C(=O)C1CC2(C1)NC(OC2)=O (2s,4s)-2-((1r,6s)-6-phenyl-3-azabicyclo[4.1.0]heptane-3-carbonyl)-7-oxa-5-azaspiro[3.4]octan-6-one